2-(3,4-dichlorophenyl) ethylene oxide ClC=1C=C(C=CC1Cl)C1CO1